ethyl 4-[(E)-2-(5-chloro-1-isopropylimidazol-4-yl)ethenyl]-2-{1-[(2-fluoropyridin-4-yl)methyl]-4-methoxypyrrole-2-amido}-1,3-thiazole-5-carboxylate ClC1=C(N=CN1C(C)C)/C=C/C=1N=C(SC1C(=O)OCC)NC(=O)C=1N(C=C(C1)OC)CC1=CC(=NC=C1)F